FS(C1=CC=C(C=C1)N[C@@H]1CC[C@H](CC1)S(=O)(=N)C1=CC=C(C=C1)B1OC(C(O1)(C)C)(C)C)(F)(F)(F)F [trans-4-{[4-(pentafluoro-λ6-sulfanyl)phenyl]Amino}cyclohexyl][4-(4,4,5,5-tetramethyl-1,3,2-dioxaborolan-2-yl)phenyl](imino)-λ6-sulfanone